ClC1=CC=C(C=C1)C=1N=C2N(C=CC=N2)C1CN1CC2CCC(C1)N2C(=O)C2=CC(=CC=C2)OC (3-{[2-(4-chlorophenyl)imidazo[1,2-a]pyrimidin-3-yl]methyl}-3,8-diazabicyclo[3.2.1]oct-8-yl)(3-methoxyphenyl)methanone